CC=1C(=C2C=CNC2=C(C1)C)CN1N=C2C=CC(=CC2=C1O)C#N 2-((5,7-dimethyl-1H-indol-4-yl)methyl)-3-hydroxy-2H-indazole-5-carbonitrile